CN(CCC(=O)C1=CC(=NC(=C1)OCCC)OC)C 3-(dimethylamino)-1-(2-methoxy-6-propoxypyridin-4-yl)propan-1-one